2-(1-(tert-butyl)-3-methyl-1H-indazol-7-yl)-2-(3-((5-(5,6,7,8-tetrahydro-1,8-naphthyridin-2-yl)pentyl)oxy)azetidin-1-yl)acetic acid C(C)(C)(C)N1N=C(C2=CC=CC(=C12)C(C(=O)O)N1CC(C1)OCCCCCC1=NC=2NCCCC2C=C1)C